7-(Piperazin-1-yl)quinolin-2(1H)-one ditrifluoroacetate FC(C(=O)O)(F)F.FC(C(=O)O)(F)F.N1(CCNCC1)C1=CC=C2C=CC(NC2=C1)=O